C(#N)C=1C2=C(SC1N(S(=O)(=O)C1=CC=CC3=CC=CC=C13)CC=1N=NN(C1)CC(=O)OCC)CCCC2 ethyl 2-(4-((N-(3-cyano-4,5,6,7-tetrahydrobenzo[b]thiophen-2-yl)naphthalene-1-sulfonamido)methyl)-1H-1,2,3-triazol-1-yl)acetate